2-((4-(((S)-2-hydroxy-1-phenylethyl)amino)-5-(3-(quinuclidin-4-yl)-1,2,4-oxadiazol-5-yl)pyrimidin-2-yl)amino)-7,8-dimethyl-7,8-dihydro-5H-pyrano[4,3-b]pyridin-5-one OC[C@H](C1=CC=CC=C1)NC1=NC(=NC=C1C1=NC(=NO1)C12CCN(CC1)CC2)NC2=CC=C1C(=N2)C(C(OC1=O)C)C